C(C)(C)(C)C=1N=CC=2N(C1)C(=CN2)C2=CC(=CC(=N2)N[C@H]2CNCCC2)F (R)-6-(6-(tert-butyl)imidazo[1,2-a]pyrazin-3-yl)-4-fluoro-N-(piperidin-3-yl)pyridin-2-amine